1-[3-({7-Oxo-7-[(3Z,12Z)-pentadeca-3,12-dien-8-yloxy] heptanoyl}oxy)-2-[({[3-(pyrrolidin-1-yl)propoxy]carbonyl}oxy)methyl]propyl] 7-(3Z,12Z)-pentadeca-3,12-dien-8-yl heptanedioate C(CCCCCC(=O)OC(CCC\C=C/CC)CCC\C=C/CC)(=O)OCC(COC(CCCCCC(OC(CCC\C=C/CC)CCC\C=C/CC)=O)=O)COC(=O)OCCCN1CCCC1